N-(2-fluoro-4-isopropyl-phenyl)-2-oxo-oxazolidine-3-sulfonamide FC1=C(C=CC(=C1)C(C)C)NS(=O)(=O)N1C(OCC1)=O